C1=CC(=C2C=CC=C3C4=CC=C(C5=CC=CC(C1=C23)=C45)C(=O)[O-])C(=O)[O-] perylene-3,9-dicarboxylate